C(C1=CC=CC=C1)OC1=C(C(=C2C[C@@H](N(C2=C1)C(=O)OC(C)(C)C)CN(CCCC)C(=O)OC(C)(C)C)F)N1S(NC(C1)=O)(=O)=O tert-butyl (2R)-6-(benzyloxy)-2-{[(tert-butoxycarbonyl)(butyl)amino]methyl}-4-fluoro-5-(1,1,4-trioxo-1λ6,2,5-thiadiazolidin-2-yl)-2,3-dihydro-1H-indole-1-carboxylate